N-(2-(4,4-difluorocyclohexyl)-6-methylpyrimidin-4-yl)-2-(4,4-dimethyl-1,4-azasilinan-1-yl)-4-((N-(2-hydroxyethyl)-N-methylsulfamoyl)amino)benzamide FC1(CCC(CC1)C1=NC(=CC(=N1)NC(C1=C(C=C(C=C1)NS(N(C)CCO)(=O)=O)N1CC[Si](CC1)(C)C)=O)C)F